3-butenylphosphonic acid (3-butenyl) (1,1-dimethyl-2-propynyl) ester CC(C#C)(C)OP(OCCC=C)(=O)CCC=C